C(C)(C)(C)OC([C@H](CC1=CC=C(C=C1)N1C(CN(CC1)C(C)C)=O)NC(C(=O)NC1=C(C=CC(=C1)Cl)N(CC=C)CC=C)=O)=O (S)-2-(2-((5-chloro-2-(diallylamino)phenyl)amino)-2-oxoacetamido)-3-(4-(4-isopropyl-2-oxopiperazin-1-yl)phenyl)propanoic acid tert-butyl ester